hexadecylphenyl ether C(CCCCCCCCCCCCCCC)OC1=CC=CC=C1